[Li].N1=C(C=CC=C1)C1=C(C=CC(=C1)C1=CC(=CC=C1)C1=NC(=CC(=N1)C1=CC=CC=C1)C1=CC=CC=C1)O 2-(pyridin-2-yl)-4-(3-(4,6-diphenylpyrimidin-2-yl)phenyl)phenol lithium